OCCNCCCCCC(=O)OCC(CCCCCCCCCC)CCCCCCCC 2-octyldodecyl 6-((2-hydroxyethyl)amino)hexanoate